N'-[(7,14-dioxo-3,18-dioxa-6,8,13,15-tetraazaeicosan-1,20-diyl)bis(piperidine-1,4-diyl)]bis[3-(6-chloro-2,8-dimethyl-1,2,3,4-tetrahydroisoquinolin-4-yl)benzenesulfonamide] O=C(NCCOCCN1CCC(CC1)C1=C(C=CC=C1C1CN(CC2=C(C=C(C=C12)Cl)C)C)S(=O)(=O)N)NCCCCNC(NCCOCCN1CCC(CC1)C1=C(C=CC=C1C1CN(CC2=C(C=C(C=C12)Cl)C)C)S(=O)(=O)N)=O